N-(2-chloro-3'-((3-(hydroxymethyl)-1,7-naphthyridin-8-yl)amino)-2'-methyl-[1,1'-biphenyl]-3-yl)-1,5-dimethyl-4,5,6,7-tetrahydro-1H-imidazo[4,5-c]pyridine-2-carboxamide ClC1=C(C=CC=C1NC(=O)C=1N(C2=C(CN(CC2)C)N1)C)C1=C(C(=CC=C1)NC=1N=CC=C2C=C(C=NC12)CO)C